N-[4-[[7-[1-(difluoromethyl)pyrazol-4-yl]-6-methoxy-1,5-naphthyridin-4-yl]oxy]-3-fluorophenyl]-5-(4-fluorophenyl)-6-methyl-4-oxo-1-propan-2-ylpyridine-3-carboxamide FC(N1N=CC(=C1)C1=C(N=C2C(=CC=NC2=C1)OC1=C(C=C(C=C1)NC(=O)C1=CN(C(=C(C1=O)C1=CC=C(C=C1)F)C)C(C)C)F)OC)F